CC1=CC=CC=2N1C(=CN2)C=O (5-methylimidazo[1,2-a]pyridin-3-yl)methanone